FC1=C(C=2N=CN=C(C2C=N1)N1CC(CCC1)O)C1=C(C(=CC2=CC=CC=C12)O[Si](C(C)C)(C(C)C)C(C)C)C#C[Si](C(C)C)(C(C)C)C(C)C 7-fluoro-8-((triisopropylsilyl)ethynyl-3-((triisopropylsilyl)oxy)naphthalen-1-yl)pyrido[4,3-d]pyrimidin-4-ylpiperidin-3-ol